OC[C@H](C1=CC=CC=C1)NC1=CC(=NC=C1C=1OC(=NN1)C1=NC=CC=C1)NC1=CC=C2C(=N1)CNC2=O (S)-2-((4-((2-hydroxy-1-phenylethyl)amino)-5-(5-(pyridin-2-yl)-1,3,4-oxadiazol-2-yl)pyridin-2-yl)amino)-6,7-dihydro-5H-pyrrolo[3,4-b]pyridin-5-one